C(#N)C(C(=O)OC(CC)OC)=C 1-methoxyl-propyl cyanoacrylate